1-(5-(3-cyano-6-ethoxypyrazolo[1,5-a]pyridin-4-yl)pyridin-2-yl)-4-methyl-N-(6-methylpyridin-3-yl)piperidine-4-carboxamide C(#N)C=1C=NN2C1C(=CC(=C2)OCC)C=2C=CC(=NC2)N2CCC(CC2)(C(=O)NC=2C=NC(=CC2)C)C